Cl.NC\C=C(\CS(=O)(=O)C1=C(OC2=CC=C(C=C2)S(=O)(=O)N(C)C)C=CC=C1)/F (Z)-4-(2-((4-amino-2-fluorobut-2-en-1-yl)sulfonyl)phenoxy)-N,N-dimethylbenzenesulfonamide hydrochloride